2,4,4-trimethylpentyl-monothiophosphinic acid CC(CP(O)=S)CC(C)(C)C